N-((4-((((R)-1,4-dioxan-2-yl)methyl)amino)-3-nitrophenyl)sulfonyl)-2-((1H-pyrrolo[2,3-b]pyridin-5-yl)oxy)-4-(4-(2-(2-cyclopropylphenyl)pyrrolidin-1-yl)cyclohexyl)benzamide O1[C@@H](COCC1)CNC1=C(C=C(C=C1)S(=O)(=O)NC(C1=C(C=C(C=C1)C1CCC(CC1)N1C(CCC1)C1=C(C=CC=C1)C1CC1)OC=1C=C2C(=NC1)NC=C2)=O)[N+](=O)[O-]